[N+](=O)([O-])C1=CC=C(C=N1)N1CCC(CC1)C(=O)C1=CC=C(C(=O)OC)C=C1 methyl 4-[1-(6-nitro-3-pyridyl)piperidine-4-carbonyl]benzoate